C(C)C1(C(NC(C(C1C1=C(C(=CC=C1)F)C(C)F)(C(=O)[O-])C)C(F)F)CBr)C(=O)[O-] 3-Ethyl-5-methyl-2-(bromomethyl)-6-(difluoromethyl)-4-(3-fluoro-2-(1-fluoroethyl) phenyl)-1,4-dihydropyridine-3,5-dicarboxylate